Cl.C(C1=CC=CC=C1)N1CC2=C(N=C(N=C2N)NC2=CC(=CC=C2)OC)CC1 6-Benzyl-N2-(3-methoxyphenyl)-5,6,7,8-tetrahydropyrido[4,3-d]pyrimidine-2,4-diamine hydrochloride